N-(2-((5-chloro-2-((4-(4-(dimethylamino)piperidin-1-yl)-2-methoxyphenyl)amino)pyrimidin-4-yl)amino)phenyl)-N-cyclopropylmethanesulfonamide ClC=1C(=NC(=NC1)NC1=C(C=C(C=C1)N1CCC(CC1)N(C)C)OC)NC1=C(C=CC=C1)N(S(=O)(=O)C)C1CC1